methyl (S)-3-(((R)-1-(1H-indol-3-yl) propan-2-yl) amino)-2-methylpropionate N1C=C(C2=CC=CC=C12)C[C@@H](C)NC[C@@H](C(=O)OC)C